4-((6-methoxy-3-methyl-7-phenyl-1H-pyrrolo[3,2-c]pyridin-1-yl)methyl)benzenesulfonamide COC1=C(C2=C(C=N1)C(=CN2CC2=CC=C(C=C2)S(=O)(=O)N)C)C2=CC=CC=C2